ClC1=NC(=C2C(=N1)N(N=C2)CC)NC=2N=CN(C2)C2=CC(=C(C(=C2)OC)OC)OC 6-chloro-1-ethyl-N-{1-(3,4,5-trimethoxyphenyl)-1H-imidazol-4-yl}-1H-pyrazolo[3,4-d]pyrimidin-4-amine